FC1=C(C=CC=C1)C=1C(=C2OCCCN2N1)C(=O)N 2-(2-fluorophenyl)-5H,6H,7H-pyrazolo[3,2-b][1,3]Oxazine-3-carboxamide